5-(3-chloro-10,11-dihydro-5H-dibenzo[b,f]azepin-5-yl)pentan-1-amine ClC=1C=CC2=C(N(C3=C(CC2)C=CC=C3)CCCCCN)C1